C(#N)C=1N=C2N(C3=CC=NC=C3C=C2C=2C=NC(=CC2C)[C@H](CC)O)C1 2-cyano-4-(6-((S)-1-hydroxypropyl)-4-methylpyridin-3-yl)imidazo[1,2-a][1,6]naphthyridin